6-Ethyl-5-(4-fluoro-2-(6-morpholinopyridin-3-yl)phenyl)pyridin-2-amine C(C)C1=C(C=CC(=N1)N)C1=C(C=C(C=C1)F)C=1C=NC(=CC1)N1CCOCC1